ClC=1C=C2C(=NC(=NC2=C(C1C1=C2C=NNC2=CC=C1C)OC1CC1)OC[C@H]1N(CCC1)C)N1C[C@@H](N(CC1)C(=O)OC(C)(C)C)C tert-butyl (2S)-4-(6-chloro-8-cyclopropoxy-7-(5-methyl-1H-indazol-4-yl)-2-((((S)-1-methylpyrrolidin-2-yl)) methoxy)quinazolin-4-yl)-2-methylpiperazin-1-carboxylate